S1C=CC2=C1C=CC=C2C2=CC=C1C(=NC(=NC1=C2F)OCC21CCCN1CCC2)N2C[C@@H](N(CC2)C(C(=C)F)=O)CC#N (S)-2-(4-(7-(benzothien-4-yl)-8-fluoro-2-((tetrahydro-1H-pyrrolizin-7a(5H)-yl)methoxy)quinazolin-4-yl)-1-(2-fluoroacryloyl)piperazin-2-yl)acetonitrile